ClC1=CC(=C(C=C1)N1N=NC(=C1)C(=O)N)C1=NC=NC(=C1)O 1-[4-chloro-2-(6-hydroxypyrimidin-4-yl)phenyl]-1H-1,2,3-triazole-4-carboxamide